COC(=O)C=1C(NC(CC1OS(=O)(=O)C(F)(F)F)(C)C)(C)C 2,2,6,6-tetramethyl-4-{[(trifluoromethyl)sulfonyl]oxy}-1,2,5,6-tetrahydropyridine-3-carboxylic acid methyl ester